F[C@H]1C(NC(C[C@H]1OC1=CC=C(N=N1)C1=NC=C(C=C1O)C=1C=CC=2N(C1)N=C(N2)C)(C)C)(C)C 2-(6-{[(3S,4R)-3-fluoro-2,2,6,6-tetramethylpiperidin-4-yl]oxy}pyridazin-3-yl)-5-(2-methyl[1,2,4]triazolo[1,5-a]pyridin-6-yl)pyridin-3-ol